CC(C)(C)C1=C(C(=C(C(=C1)C)CN1C(N(C(N(C1=O)CC1=C(C(=C(C=C1C)C(C)(C)C)O)C)=O)CC1=C(C(=C(C=C1C)C(C)(C)C)O)C)=O)C)O 1,3,5-tris[[4-(1,1-dimethylethyl)-3-hydroxy-2,6-dimethylphenyl]methyl]-1,3,5-triazine-2,4,6-trione